FC(S(=O)(=O)OC1=NC2=CC(=C(C=C2C(=C1F)Cl)OC)OC)(F)F (4-chloro-3-fluoro-6,7-dimethoxy-2-quinolyl) trifluoromethanesulfonate